FC1=CC2=C(C=C1)C1=CC=C(C=C1C21NC(NC1=O)=O)F 2,7-Difluoro-2'H,5'H-spiro[fluoren-9,4'-imidazolidin]-2',5'-dion